C1N(CC12CCOCC2)C2CCC(CC2)NC=2C=1C=C(N(C1C=CC2)CC(F)(F)F)C#CCNC2=C(C=C(C=C2)S(=O)(=O)C)OCF N-((1S,4S)-4-(7-oxa-2-azaspiro[3.5]nonan-2-yl)cyclohexyl)-2-(3-((2-(fluoromethoxy)-4-(methylsulfonyl)phenyl)amino)prop-1-yn-1-yl)-1-(2,2,2-trifluoro-ethyl)-1H-indol-4-amine